CC1=CC(=NC=2N=C(N=C(C21)N)NCCCN2CCCCC2)C 5,7-dimethyl-N2-(3-(piperidin-1-yl)propyl)pyrido[2,3-d]pyrimidine-2,4-diamine